FC1=CC=C(C=NN)C=C1 (4-fluorobenzylidene)hydrazine